C1(=CC=CC=C1)N1CC(=C(C2=CC=C3C(=C12)SC1=C3C=CC=C1)O)C(C(F)(F)F)=O 1-phenyl-4-hydroxy-3-(2,2,2-trifluoroethan-1-one-1-yl)-[1]benzothieno[3,2-h]quinoline